1,10-bis(3,4-dicarboxyphenylcarbonyloxy)decane C(=O)(O)C=1C=C(C=CC1C(=O)O)C(=O)OCCCCCCCCCCOC(=O)C1=CC(=C(C=C1)C(=O)O)C(=O)O